Benzyl (3R)-3-butanoyloxybutanoate C(CCC)(=O)O[C@@H](CC(=O)OCC1=CC=CC=C1)C